2'-deoxycytidine triphosphate P(O)(=O)(OP(=O)(O)OP(=O)(O)O)OC[C@@H]1[C@H](C[C@@H](O1)N1C(=O)N=C(N)C=C1)O